C(C)(C)(C)OC(=O)N1[C@H](CN(CC1)C1=C(C(=CC=C1[N+](=O)[O-])Br)C(F)(F)F)CNC (2S)-4-[3-bromo-6-nitro-2-(trifluoromethyl)phenyl]-2-[(methylamino)methyl]Piperazine-1-carboxylic acid tert-butyl ester